FC(CC[C@H](C#N)C1=CC2=CC=CC=C2C=C1)F (S)-5,5-difluoro-2-(naphthalen-2-yl)valeronitrile